C(C)(C)(C)OC(N(CC1=CC(=C2C=CC=NC2=C1C=O)C1=CC=C(C=C1)OC(F)(F)F)C(=O)OC(C)(C)C)=O N-tert-Butoxycarbonyl-N-[[8-formyl-5-[4-(trifluoromethoxy)phenyl]-7-quinolinyl]methyl]carbamic acid tert-butyl ester